[2-[tert-butyl(diphenyl)silyl]oxyspiro[3.3]heptan-6-yl]methanol [Si](C1=CC=CC=C1)(C1=CC=CC=C1)(C(C)(C)C)OC1CC2(C1)CC(C2)CO